3,5-dibromo-6-(3-chloro-2-thienyl)pyridin-2-amine BrC=1C(=NC(=C(C1)Br)C=1SC=CC1Cl)N